FC=1C(=NN(C1NC(C1=C(C=CC=C1)NC1=CC(=CC=C1)C(F)(F)F)=O)C)C(F)(F)F N-(4-fluoro-1-methyl-3-(trifluoromethyl)-1H-pyrazol-5-yl)-2-((3-trifluoromethylphenyl)amino)benzamide